C1(CC1)S(=O)(=O)N1N=CC(=C1)C1=NC=CC(=N1)NC1=NC=C(C(=C1)N1CCC(CC1)(C)CN(C)C)C#CC=1C=NN(C1)CC(F)F (1-(cyclopropylsulfonyl)-1H-pyrazol-4-yl)-N-(5-((1-(2,2-difluoroethyl)-1H-pyrazol-4-yl)ethynyl)-4-(4-((dimethylamino)methyl)-4-methylpiperidin-1-yl)pyridin-2-yl)pyrimidin-4-amine